Cl.C(C)(C)C1=CN=C2N1N=C(C=C2N)SC2CCNCC2 3-isopropyl-6-(piperidin-4-ylthio)imidazo[1,2-b]pyridazin-8-amine hydrochloride